C(C)(=O)C=1C=C(C(=O)O)C=CC1O 3-ACETYL-4-HYDROXYBENZOIC ACID